4-amino-4,5-dihydro-1H-benzo[c]azepin-3(2H)-one NC1CC2=C(CNC1=O)C=CC=C2